C1(CCCCC1)SSSSC1CCCCC1 cyclohexyltetrasulfide